BrC(CC(CC(CC(CCCC(C)OC(C)CCCC(CC(CC(CC(C)Br)C)C)C)C)C)C)C 10-bromo-4,6,8-trimethylundecylethyl ether